4-(4-bromophenyl)-1-methyl-1H-pyrazole BrC1=CC=C(C=C1)C=1C=NN(C1)C